FC=1C=C(C=C(C1OC)OC)CC#N 2-(3-fluoro-4,5-dimethoxy-phenyl)acetonitrile